OC1=C2C(C=C(OC2=CC(=C1O)O)C1=CC=C(C=C1)O)=O 5,6,7,4'-tetrahydroxyflavone